C(C(=C)C)(=O)OCCC[Si](CC)(CC)CC gamma-(methacryloxy)propyltriethylsilane